C(C=C)(=O)N1C[C@H](CCC1)C1=NN(C=2C(=NNC(C21)=O)N)C2=CC=C(C=C2)OC2=CC=CC=C2 (S)-3-(1-Acryloylpiperidin-3-yl)-7-amino-1-(4-phenoxyphenyl)-1,5-dihydro-4H-pyrazolo[3,4-d]pyridazin-4-on